C1=C(C(=CC=2CCN3C(C12)CC=1C=CC(=C(C1C3)O)O)O)O 5,8,13,13a-Tetrahydro-6H-isoquino[3,2-a]isoquinoline-2,3,9,10-tetraol